O-(4-formylphenyl) N,N-dimethylcarbamothioate CN(C(OC1=CC=C(C=C1)C=O)=S)C